ClC=1C=NC(=C(C(=O)NC2CCC(CC2)CN2C(N(C3=C2C=CC=C3C)C=3C=CC(=NC3)C(=O)NC)=O)C1)C(F)F 5-(3-(((1r,4r)-4-(5-chloro-2-(difluoromethyl)nicotinamido)cyclohexyl)methyl)-7-methyl-2-oxo-2,3-dihydro-1H-benzo[d]imidazol-1-yl)-N-methylpicolinamide